6-amino-4-(4-methoxyphenyl)-1,3-dimethyl-1,4-dihydropyrano[2,3-c]pyrazol-5-carbonitrile NC1=C(C(C2=C(N(N=C2C)C)O1)C1=CC=C(C=C1)OC)C#N